OCC1(CCN(CC1)C=1C=NC(=CC1)[N+](=O)[O-])O 4-(hydroxymethyl)-1-(6-nitropyridin-3-yl)piperidin-4-ol